2-tert-butyl-N-(cycloheptylmethyl)-3H-benzoimidazole-5-carboxamide C(C)(C)(C)C=1NC2=C(N1)C=CC(=C2)C(=O)NCC2CCCCCC2